ClC=1C(=NC(=NC1)NC1=CC2=C(B(OC2(C)C)O)C=C1)NC1CCCC1 5-((5-chloro-4-(cyclopentylamino)pyrimidin-2-yl)amino)-3,3-dimethylbenzo[c][1,2]oxaborol-1(3H)-ol